cobalt-iron hydroxide [OH-].[Fe+2].[Co+2].[OH-].[OH-].[OH-]